4-(3,6-diazabicyclo[3.1.1]heptan-6-yl)-2-(2,6-dioxopiperidin-3-yl)-6-fluoroisoindoline-1,3-dione C12CNCC(N1C1=C3C(N(C(C3=CC(=C1)F)=O)C1C(NC(CC1)=O)=O)=O)C2